N-[3-fluoro-4-({7-[2-(3-hydroxy-3-methylpyrrolidin-1-yl)ethoxy]-6-methoxyquinolin-4-yl}oxy)phenyl]-5-(4-fluorophenyl)-6-oxo-2,3,5,6-tetrahydrofuro[3,2-c]pyridine-7-carboxamide FC=1C=C(C=CC1OC1=CC=NC2=CC(=C(C=C12)OC)OCCN1CC(CC1)(C)O)NC(=O)C1=C2C(=CN(C1=O)C1=CC=C(C=C1)F)CCO2